N-[(2-chloro-3-pyridyl)methyl]-6-[4-[methyl(propanoyl)amino]phenyl]pyridine-3-carboxamide ClC1=NC=CC=C1CNC(=O)C=1C=NC(=CC1)C1=CC=C(C=C1)N(C(CC)=O)C